bromothiopheneacetonitrile BrC1=C(SC=C1)CC#N